C(C(=C)C)(=O)OCCC[Si](OCC)(OCC)OCC 3-methacryloxypropyl-triethoxysilane